(R)-3-(5-(3-((cyclobutylmethyl)(methyl)amino)piperidin-1-yl)pyridin-2-yl)-N-(4-oxo-4H-pyrido[1,2-a]pyrimidin-2-yl)oxetane-3-carboxamide C1(CCC1)CN([C@H]1CN(CCC1)C=1C=CC(=NC1)C1(COC1)C(=O)NC=1N=C2N(C(C1)=O)C=CC=C2)C